Cl.N[C@H](C(=O)O)CCCCN1C(C=CC1=O)=O (2S)-2-amino-6-(2,5-dioxopyrrol-1-yl)hexanoic acid hydrochloride